FC1=C2C=C(NC2=C(C=C1)F)C(=O)N1CC=2N(CC1)N=CC2C(=O)N(C)C2(CC2)CO 5-(4,7-difluoro-1H-indole-2-carbonyl)-N-[1-(hydroxymethyl)cyclopropyl]-N-methyl-4H,5H,6H,7H-pyrazolo[1,5-a]pyrazine-3-carboxamide